OC(C(=O)O)C1CNCC1 2-hydroxy-2-(pyrrolidin-3-yl)acetic acid